FC(OC1=C(C(=C(C=C1)NC=1C2=C(N=CN1)C=CC(=N2)N2[C@@H]1CN([C@H](C2)C1)C(=O)OC(C)(C)C)F)C)F tert-Butyl (1S,4S)-5-(4-((4-(difluoromethoxy)-2-fluoro-3-methylphenyl)amino)pyrido[3,2-d]pyrimidin-6-yl)-2,5-diazabicyclo[2.2.1]heptane-2-carboxylate